methyl-4-phenylbutanoic acid CC(C(=O)O)CCC1=CC=CC=C1